C1=CC=CC=2C3=CC=CC=C3C(C12)COC(=O)N1[C@H](C[C@@H](C1)CNC(=O)OC(C)(C)C)C(=O)O (2R,4R)-1-(((9H-Fluoren-9-yl)methoxy)carbonyl)-4-(((tert-butoxycarbonyl)amino)-methyl)pyrrolidine-2-carboxylic acid